1-(1-methoxyethyl)-4-(4,4,5,5-tetramethyl-1,3,2-dioxaborolan-2-yl)-1H-pyrazole COC(C)N1N=CC(=C1)B1OC(C(O1)(C)C)(C)C